COC1=CC=C(CNC(=O)NC2CC3(C2)CC(C3)C(=O)N3C(CCC3)C3=CC=NC=C3)C=C1 1-(4-methoxybenzyl)-3-(6-(2-(pyridin-4-yl)pyrrolidine-1-carbonyl)spiro[3.3]heptan-2-yl)urea